NC1=CC=C(C=N1)CC(=O)NC1=CC(=C(C(=C1)Cl)OC1=CC(=C(C=C1)OC)C(C)C)Cl 2-(6-aminopyridin-3-yl)-N-(3,5-dichloro-4-(3-isopropyl-4-methoxyphenoxy)Phenyl)acetamide